COCC=1C=C(C=C2C(N(C(S2)=NC2=CC=CC=C2)C2=CC=CC=C2)=O)C=CC1 5-(3-(methoxymethyl)benzylidene)-3-phenyl-2-(phenylimino)thiazolidin-4-one